ClC=1N(C(=CN1)C=1C=C2C=3CCCC(C3NC2=CC1)=O)C 6-(2-chloro-1-methyl-1H-imidazol-5-yl)-2,3,4,9-tetrahydro-1H-carbazol-1-one